Cl.ClC1=CC=C(S1)CNC1=CC(=NN1C(=O)C1=CC=CC=2OCCOC21)C2CCNCC2 N-[(5-chlorothiophen-2-yl)methyl]-1-(2,3-dihydro-1,4-benzodioxine-5-carbonyl)-3-(piperidin-4-yl)-1H-pyrazol-5-amine hydrochloride